benzyl ((3aR,5s,6aS)-octahydrocyclopenta[c]pyrrol-5-yl)((tetrahydro-2H-pyran-4-yl)methyl)carbamate C1NC[C@H]2[C@@H]1CC(C2)N(C(OCC2=CC=CC=C2)=O)CC2CCOCC2